C1(CC1)C1=CC=C(C=N1)C(C)N1C[C@@H](N(C[C@H]1CC)C=1C=2N(N(C(C1)=O)C)C=C(N2)CC#N)C 2-(8-((2S,5R)-4-(1-(6-cyclopropylpyridin-3-yl)ethyl)-5-ethyl-2-methylpiperazin-1-yl)-5-methyl-6-oxo-5,6-dihydroimidazo[1,2-b]pyridazin-2-yl)acetonitrile